BrCCOC1=CC=C(C[C@H](N)C(=O)O)C=C1 4-(2-bromoethoxy)-phenylalanine